2-((6aR,8R)-8-((5-(Chloromethyl)-4-methylpyridin-2-yl)oxy)-6a-ethyl-5,6,6a,7,8,9-hexahydropyrrolo[1',2':4,5]pyrazino[2,3-c]pyridazin-2-yl)-6-fluorophenol ClCC=1C(=CC(=NC1)O[C@@H]1C[C@]2(N(C=3C(=NN=C(C3)C3=C(C(=CC=C3)F)O)NC2)C1)CC)C